3,4-dimethylthieno[2,3-b]thiophene-2,5-dicarboxylic acid CC1=C(SC=2SC(=C(C21)C)C(=O)O)C(=O)O